5,6,7,8-tetrahydro-[1,2,4]triazolo[1,5-a]pyridine-2-carboxamide N=1C(=NN2C1CCCC2)C(=O)N